FC1(C(CN(CC1)CC=1C(=NC=CC1)C(=O)O)C)F [4,4-difluoro-3-methylpiperidin-1-yl]Methyl-pyridine-2-carboxylic acid